N[C@H](CCSCCNC(CCNC([C@@H](C(COP(OP(OC[C@@H]1[C@H]([C@H]([C@@H](O1)N1C=NC=2C(N)=NC=NC12)O)OP(=O)(O)O)(=O)O)(=O)O)(C)C)O)=O)=O)C (S)-3-aminobutyl-coa